2-bromo-5-((2,2,2-trifluoroethoxy))pyridine BrC1=NC=C(C=C1)OCC(F)(F)F